N-((2-(6-(2-ethyl-5-fluoro-4-hydroxyphenyl)-1H-indazol-3-yl)-1H-imidazol-4-yl)methyl)-1-methyl-1H-pyrazole-4-carboxamide C(C)C1=C(C=C(C(=C1)O)F)C1=CC=C2C(=NNC2=C1)C=1NC=C(N1)CNC(=O)C=1C=NN(C1)C